3-(5-((8-benzhydryl-3,8-diazabicyclo[3.2.1]oct-3-yl)methyl)-1-oxoisoindolin-2-yl)piperidine-2,6-dione C(C1=CC=CC=C1)(C1=CC=CC=C1)N1C2CN(CC1CC2)CC=2C=C1CN(C(C1=CC2)=O)C2C(NC(CC2)=O)=O